CN1CC2C(N(C=3C=CC(=CC23)C)S(=O)(=O)C2=CC=C(C=C2)C(C(C)C)=O)CC1 1-(4-((2,8-dimethyl-1,2,3,4,4a,9b-hexahydro-5H-pyrido[4,3-b]indol-5-yl)sulfonyl)phenyl)-2-methylpropan-1-one